bis(6-((3-hexylundecanoyl)oxy)hexyl) 2-hydroxypentanedioate OC(C(=O)OCCCCCCOC(CC(CCCCCCCC)CCCCCC)=O)CCC(=O)OCCCCCCOC(CC(CCCCCCCC)CCCCCC)=O